tert-butyl (S)-6,6-difluoro-2-(hydroxymethyl)-1,4-oxazepane-4-carboxylate FC1(CN(C[C@H](OC1)CO)C(=O)OC(C)(C)C)F